CC(CCC)NC1=NC=NC=C1 4-(pentan-2-ylamino)pyrimidine